N-ethyl-2,3,4-trifluorobenzamide C(C)NC(C1=C(C(=C(C=C1)F)F)F)=O